FC(C(=O)O)(F)F.NC1CCN(CC1)C(CN1CCN(CCN(CCN(CC1)CC(=O)OC(C)(C)C)CC(=O)OC(C)(C)C)CC(=O)OC(C)(C)C)=O tri-tert-butyl 2,2',2''-(10-(2-(4-aminopiperidin-1-yl)-2-oxoethyl)-1,4,7,10-tetraazacyclododecane-1,4,7-triyl)triacetate 2,2,2-trifluoroacetate